[Si](C)(C)(C(C)(C)C)OCC1=C(C(=CC(=C1)F)F)C#CC1=NN2C([C@H](N(C[C@@H]2C)C(=O)OC(C)(C)C)C)=C1 tert-butyl (4R,7S)-2-((2-(((tert-butyldimethylsilyl)oxy)methyl)-4,6-difluorophenyl)ethynyl)-4,7-dimethyl-6,7-dihydropyrazolo[1,5-a]pyrazine-5(4H)-carboxylate